2-((quinolin-2-yl)amino)-N-(pyrrolidin-3-yl)isonicotinamide N1=C(C=CC2=CC=CC=C12)NC=1C=C(C(=O)NC2CNCC2)C=CN1